C1S(CCN2C1CNCC2=O)(=O)=O hexahydropyrazino[2,1-c][1,4]thiazin-6(1H)-one 2,2-dioxide